4,4'-diazidobiphenyl N(=[N+]=[N-])C1=CC=C(C=C1)C1=CC=C(C=C1)N=[N+]=[N-]